N1(CCNCC1)C=1C=C2CCN(CC2=CC1)C(=O)N 6-(piperazin-1-yl)-3,4-dihydroisoquinoline-2(1H)-carboxamide